tert-Butyl 3-[[3-(trifluoromethylsulfanyl)phenyl]methoxy]azetidine-1-carboxylate FC(F)(F)SC=1C=C(C=CC1)COC1CN(C1)C(=O)OC(C)(C)C